β-hydroxyasparagine OC([C@H](N)C(=O)O)C(N)=O